CO[C@H]1C[C@H](C1)NC1=NN2C(C=N1)=C(C=C2)C=2C=CC1=C(N(N=N1)C)C2 N-(cis-3-methoxycyclobutyl)-5-(1-methyl-1H-benzo[d][1,2,3]triazol-6-yl)pyrrolo[2,1-f][1,2,4]triazin-2-amine